methyl 3-(N-(2-(5-chlorothiophen-2-yl)-5-cyanophenyl)sulfamoyl)-4-methoxybenzoate ClC1=CC=C(S1)C1=C(C=C(C=C1)C#N)NS(=O)(=O)C=1C=C(C(=O)OC)C=CC1OC